N-isopropyl-tert-butylamine C(C)(C)NC(C)(C)C